Br.BrCC=1C=NC=CC1 3-bromomethylpyridine hydrobromide